tert-butyl 9-benzyl-7-hydroxy-3,9-diazabicyclo[3.3.1]nonane-3-carboxylate C(C1=CC=CC=C1)N1C2CN(CC1CC(C2)O)C(=O)OC(C)(C)C